1-(3-chlorophenyl)-3-(1-(naphthalen-1-yl)ethyl)urea ClC=1C=C(C=CC1)NC(=O)NC(C)C1=CC=CC2=CC=CC=C12